ClC1=CC(=C(C=N1)C#CC=1C=NN(C1)C1CCN(CC1)C(C)=O)N1CCC(CC1)F 1-(4-(4-((6-chloro-4-(4-fluoropiperidin-1-yl)pyridin-3-yl)ethynyl)-1H-pyrazol-1-yl)piperidin-1-yl)ethan-1-one